N[C@H](C(=O)NCCOCCOCCOCCOCCOCCN=[N+]=[N-])CC=1N=CNC1 (S)-2-amino-N-(17-azido-3,6,9,12,15-pentaoxaheptadecyl)-3-(1H-imidazol-4-yl)propanamide